BrC=1N=C2N(N1)CCC2O 2-bromo-6,7-dihydro-5H-pyrrolo[1,2-b][1,2,4]triazole-7-ol